FC(C(=O)O)(F)F.ClC1=CC2=C(N=C(O2)N2CCC3(CC2)CCC(CC3)N)C=C1 3-(6-Chloro-1,3-benzoxazol-2-yl)-3-azaspiro[5.5]undecan-9-amine 2,2,2-trifluoroacetic acid salt